2-amino-7-(cyclopropylmethyl)-9-((2r,3r,5s)-3-hydroxy-5-((S)-1-hydroxypropyl)tetrahydrofuran-2-yl)-7,9-dihydro-1H-purine-6,8-dione NC=1NC(C=2N(C(N(C2N1)[C@@H]1O[C@@H](C[C@H]1O)[C@H](CC)O)=O)CC1CC1)=O